[Si].[Ru].N1=C(C=CC=C1)C1=NC=CC=C1C1=NC=CC=C1 terpyridyl ruthenium silicon